6,8-Dichloro-2-[(4-methoxyphenyl)methyl]-2,3,4-trihydropyrido[3,4-c]pyridin-1-one ClC=1C=C2C(=C(N1)Cl)C(N(CC2)CC2=CC=C(C=C2)OC)=O